COC1=CC=C(C=C1)CCCNC=1C2=C(N=C(N1)C1=NC=CC=C1)SC=C2 N-(3-(4-methoxyphenyl)propyl)-2-(pyridin-2-yl)thieno[2,3-d]pyrimidin-4-amine